FC(C)(F)C1=NOC(=N1)/C=C/C(=O)OCC ethyl (E)-3-(3-(1,1-difluoroethyl)-1,2,4-oxadiazol-5-yl)acrylate